3-dimethylamino-N,N-diethylpropionamide CN(CCC(=O)N(CC)CC)C